dodecyl carboxymethyl sulfone C(=O)(O)CS(=O)(=O)CCCCCCCCCCCC